N1=CN=C2NC(NC2=C1)=N 7,9-dihydro-8H-purin-8-imine